CC1(CCC(CC1)NC=1N=CC2=C(N1)NC=C2C=2C=CC1=C(N(N=N1)C)C2)O cis-1-methyl-4-((5-(1-methyl-1H-benzo[d][1,2,3]triazol-6-yl)-7H-pyrrolo[2,3-d]pyrimidin-2-yl)amino)cyclohexan-1-ol